2-(2-methyl-3-(1-methyl-1H-indol-6-yl)acrylamido)benzoic acid CC(C(=O)NC1=C(C(=O)O)C=CC=C1)=CC1=CC=C2C=CN(C2=C1)C